C(C1=CC=CC=C1)N1C[C@H](N(C[C@@H]1CC)C(=O)OC(C)(C)C)C tert-Butyl (2R,5S)-4-benzyl-5-ethyl-2-methylpiperazine-1-carboxylate